tert-butyl 4-(6-chloropyrazolo[1,5-a]pyridin-3-yl)-3,6-dihydro-2H-pyridine-1-carboxylate ClC=1C=CC=2N(C1)N=CC2C=2CCN(CC2)C(=O)OC(C)(C)C